[4-(6-Amino-pyridazin-3-yl)-piperidin-1-yl]-(4-methoxy-5-trimethylstannanyl-pyridin-2-yl)-methanone NC1=CC=C(N=N1)C1CCN(CC1)C(=O)C1=NC=C(C(=C1)OC)[Sn](C)(C)C